1-isopropyl-3,5-dimethyl-4-(pyrrolidin-2-yl)-1H-pyrazole C(C)(C)N1N=C(C(=C1C)C1NCCC1)C